(2S,2'S)-3,3'-(((((2-((S)-2-carboxy-2-((R)-pyrrolidin-3-yl)ethyl)benzofuran-5-yl)methyl)azanediyl)bis(methylene))bis(3,1-phenylene))bis(2-((R)-pyrrolidin-3-yl)propionic acid) C(=O)(O)[C@@H](CC=1OC2=C(C1)C=C(C=C2)CN(CC=2C=C(C=CC2)C[C@H](C(=O)O)[C@@H]2CNCC2)CC=2C=C(C=CC2)C[C@H](C(=O)O)[C@@H]2CNCC2)[C@@H]2CNCC2